2-phenylbutadiene C1(=CC=CC=C1)C(=C)C=C